COC=1C(=CC=2N(C1)N=C(C2)C)NC(=O)N2CCC=1C2=NC=CC1N1CCN(CC1)C(=O)OC(C)(C)C tert-butyl 4-(1-((6-methoxy-2-methylpyrazolo[1,5-a]pyridin-5-yl)carbamoyl)-2,3-dihydro-1H-pyrrolo[2,3-b]pyridin-4-yl)piperazine-1-carboxylate